(1R*,2R*)-N-((S)-(7-((R*)-Cyclopropyl(4,4,4-trifluorobutanamido)methyl)imidazo[1,2-b]pyridazin-2-yl)(4,4-difluorocyclohexyl)methyl)-2-(fluoromethyl)cyclopropane-1-carboxamide C1(CC1)[C@H](C1=CC=2N(N=C1)C=C(N2)[C@@H](NC(=O)[C@H]2[C@@H](C2)CF)C2CCC(CC2)(F)F)NC(CCC(F)(F)F)=O |o1:3,17,18|